CON=C1CCCCCCC1C1=CC=CC=C1 phenylcyclooctan-8-one O-methyloxime